dodecyl 4-pyridinecarboxylate N1=CC=C(C=C1)C(=O)OCCCCCCCCCCCC